(5-bromo-2-chlorophenyl)methanone BrC=1C=CC(=C(C1)C=O)Cl